S1C=NCC1 THIAZOLIN